1,2,5-oxadiazol-3-amine O1N=C(C=N1)N